FC(C=1C=CC(=NC1)C=O)F 5-(difluoromethyl)picolinal